C12(CC3CC(CC(C1)C3)C2)CN(C(C2=CC=C(C=C2)N2CCN(CC2)C(=O)C=2SC=C(C2)C=2C=NC=C(C2)OCC)=O)C N-(1-Adamantylmethyl)-4-[4-[4-(5-ethoxypyridin-3-yl)thiophene-2-carbonyl]piperazin-1-yl]-N-methylbenzamide